(R)-tert-Butyl 2-ethyl-2,3-dihydropyrido[3,4-f][1,4]oxazepine-4(5H)-carboxylate C(C)[C@H]1OC2=C(CN(C1)C(=O)OC(C)(C)C)C=NC=C2